(R)-1'-(4-(4-(dimethoxymethyl)piperidin-1-yl)phenyl)-3',4'-dihydro-1'H-spiro[cyclobutane-1,2'-naphthalene] COC(C1CCN(CC1)C1=CC=C(C=C1)[C@H]1C2(CCC3=CC=CC=C13)CCC2)OC